(3-(3-((4-methyl-4H-1,2,4-triazol-3-yl)methyl)oxetan-3-yl)phenyl)spiro[piperidine-4,3'-pyrrolo[2,3-b]pyridine]-1'(2'H)-carboxamide CN1C(=NN=C1)CC1(COC1)C=1C=C(C=CC1)C1C2(C=3C(=NC=CC3)N1C(=O)N)CCNCC2